[NH4+].P(=O)(OCCN(C(CCCCC1=CC=C(C=C1)OCCCCCC1=CC=CC=C1)=O)CC1=CC=C(C=C1)OC)(O)O 2-[(4-Methoxybenzyl)(5-{4-[(5-phenylpentyl)oxy]phenyl}pentanoyl)amino]ethyl dihydrogen phosphate ammonium salt